C(C1=CN=CC=C1)(=O)OC O-methyl nicotinate